N1C(=NC=C1)N1CNCC1 imidazolyl-(imidazolidine)